The molecule is a monocarboxylic acid the structure of which is that of butyric acid substituted with a phenyl group at C-4. It is a histone deacetylase inhibitor that displays anticancer activity. It inhibits cell proliferation, invasion and migration and induces apoptosis in glioma cells. It also inhibits protein isoprenylation, depletes plasma glutamine, increases production of foetal haemoglobin through transcriptional activation of the gamma-globin gene and affects hPPARgamma activation. It has a role as an EC 3.5.1.98 (histone deacetylase) inhibitor, an antineoplastic agent, an apoptosis inducer and a prodrug. It derives from a butyric acid. It is a conjugate acid of a 4-phenylbutyrate. C1=CC=C(C=C1)CCCC(=O)O